NC1=C2C=CC=C(C2=CC=C1)NCCCN1C(C2=CC=CC=3C2=C(C1=O)C=CC3)=O 2-(3-((5-aminonaphthalene-1-yl)amino)propyl)-1H-benzo[de]isoquinoline-1,3(2H)-dione